ClC1=CC(=C(C=C1)C1=NC(=CN2C1=NC(=C(C2=O)C)C)[C@@H]2C[C@@H](OCC2)C=2C=NN(C2)CCOC)F 9-(4-chloro-2-fluoro-phenyl)-7-[(2R,4S)-2-[1-(2-methoxyethyl)pyrazol-4-yl]tetrahydropyran-4-yl]-2,3-dimethyl-pyrazino[1,2-a]pyrimidin-4-one